tert-Butyl 3-(N-(2-chloro-4-fluoro-5-(3-methyl-2,6-dioxo-4-(trifluoromethyl)-3,6-dihydropyrimidin-1(2H)-yl)benzoyl)sulfamoyl)pyrrolidine-1-carboxylate ClC1=C(C(=O)NS(=O)(=O)C2CN(CC2)C(=O)OC(C)(C)C)C=C(C(=C1)F)N1C(N(C(=CC1=O)C(F)(F)F)C)=O